methyl 2-amino-3-iodo-5-(trifluoromethyl)-4-(4-(trifluoromethyl)thiazol-2-yl)benzoate NC1=C(C(=O)OC)C=C(C(=C1I)C=1SC=C(N1)C(F)(F)F)C(F)(F)F